C(CCC)OC1=C(C=CC(=C1F)F)NC(\C=C\C1=CC2=C(OC(O2)(F)F)C=C1)=O (E)-N-(2-butoxy-3,4-difluorophenyl)-3-(2,2-difluorobenzo[d][1,3]dioxol-5-yl)acrylamide